3-(N-(3-chloro-1H-indol-7-yl)sulfamoyl)-N-(10-((2-(2,6-dioxopiperidin-3-yl)-1,3-dioxoisoindolin-4-yl)amino)decyl)benzamide ClC1=CNC2=C(C=CC=C12)NS(=O)(=O)C=1C=C(C(=O)NCCCCCCCCCCNC2=C3C(N(C(C3=CC=C2)=O)C2C(NC(CC2)=O)=O)=O)C=CC1